N-(2-chloro-4-methylpyrimidin-5-yl)acetamide CC1=NC(=NC=C1NC(=O)C)Cl